(R,E)-N-(5-bromo-3-(difluoromethyl)-2-fluorobenzylidene)-2-methylpropane-2-sulfinamide BrC=1C=C(C(=C(\C=N\[S@](=O)C(C)(C)C)C1)F)C(F)F